4-(3-bromo-1H-1,2,4-triazol-1-yl)-1-(2,2,2-trifluoroethyl)pyridin-2(1H)-one BrC1=NN(C=N1)C1=CC(N(C=C1)CC(F)(F)F)=O